COC1=CC=C(CC2=C(C(=NN2)CC2=CC=C(C=C2)OC)S(=O)(=O)N)C=C1 bis(4-methoxybenzyl)-1H-pyrazole-4-sulfonamide